(R)-5-(cyclopropyl(methylamino)methyl)-N'-((2,4,5,6-tetrahydro-1H-cyclobuta[f]inden-3-yl)carbamoyl)thiophene-2-sulfonimidamide C1(CC1)C(C1=CC=C(S1)[S@@](=O)(N)=NC(NC1=C2C(=CC=3CCCC13)CC2)=O)NC